C(#N)C=1C=C(C=NC1)/C(/C(=O)OC)=C\O methyl (E)-2-(5-cyanopyridin-3-yl)-3-hydroxyacrylate